1-(tert-Butyl) 2-(4-formylphenyl) (S)-pyrrolidine-1,2-dicarboxylate N1([C@@H](CCC1)C(=O)OC1=CC=C(C=C1)C=O)C(=O)OC(C)(C)C